BrC=1C(=CC(=NC1)N1C(=CC=C1C)C)OC 5-bromo-2-(2,5-dimethyl-pyrrol-1-yl)-4-methoxy-pyridine